7-hydroxy-2-(methoxymethyl)-2-methyl-8-(3-methyl-6-(prop-1-en-2-yl)cyclohex-2-en-1-yl)-5-pentyl-4H-benzo[d][1,3]dioxin-4-one OC=1C=C(C2=C(OC(OC2=O)(C)COC)C1C1C=C(CCC1C(=C)C)C)CCCCC